pentyl 7-(4-(4-(benzo[b]thiophen-4-yl)piperazin-1-yl)butoxy)-2-oxo-3,4-dihydroquinoline-1(2H)-carboxylate S1C2=C(C=C1)C(=CC=C2)N2CCN(CC2)CCCCOC2=CC=C1CCC(N(C1=C2)C(=O)OCCCCC)=O